FC1=C(C=C(C=C1)C1=CC=2N(C(N(C(C2S1)=O)C1=CN=CC2=CC=CC=C12)=O)COCC[Si](C)(C)C)OC 6-(4-fluoro-3-methoxy-phenyl)-3-(4-isoquinolinyl)-1-(2-trimethylsilylethoxymethyl)thieno[3,2-d]pyrimidine-2,4-dione